1-(5-fluoro-1H-pyrrolo[2,3-b]pyridin-3-yl)-3-(4-(trifluoromethyl)phenyl)urea FC=1C=C2C(=NC1)NC=C2NC(=O)NC2=CC=C(C=C2)C(F)(F)F